(S)-6-ethyl-N-((S)-1-(5-(2-ethyl-1-oxo-1,2-dihydroisoquinolin-6-yl)-1H-imidazol-2-yl)-7-oxononyl)-6-azaspiro[2.5]octane-1-carboxamide C(C)N1CCC2(C[C@@H]2C(=O)N[C@@H](CCCCCC(CC)=O)C=2NC(=CN2)C=2C=C3C=CN(C(C3=CC2)=O)CC)CC1